tert-Butyl 4-carbamoyl-2-azabicyclo[2.1.1]hexane-2-carboxylate C(N)(=O)C12CN(C(C1)C2)C(=O)OC(C)(C)C